COC(CCCCCCCCC/C=C/CCO)OC (3E)-14,14-dimethoxy-3-tetradecene-1-ol